(2-((5-chloro-2-((4-(pyrrolidin-3-yl)pyridin-2-yl)amino)pyridin-4-yl)amino)phenyl)dimethylphosphine ClC=1C(=CC(=NC1)NC1=NC=CC(=C1)C1CNCC1)NC1=C(C=CC=C1)P(C)C